(1S,2R)-2-aminocyclohexane-1-carboxylic acid 3,5-dinitrobenzyl ester [N+](=O)([O-])C=1C=C(COC(=O)[C@@H]2[C@@H](CCCC2)N)C=C(C1)[N+](=O)[O-]